2-tridecyl-1-heptadecanol C(CCCCCCCCCCCC)C(CO)CCCCCCCCCCCCCCC